(2R,3R,4R,5S)-3,4,5-tris(benzyloxy)-1-(2-methoxyphenylethyl)-2-methylpiperidine C(C1=CC=CC=C1)O[C@@H]1[C@H](N(C[C@@H]([C@H]1OCC1=CC=CC=C1)OCC1=CC=CC=C1)CCC1=C(C=CC=C1)OC)C